[Fe].[Cu].[Ni].[N+](=O)([O-])C1=CC2=C(CCN(CC2)C(C)=O)C=C1 1-(7-nitro-1,2,4,5-tetrahydro-3H-benzo[d]azepin-3-yl)ethan-1-one nickel-copper-iron